ClC1=CC=C(C=C1)C1=NC2=C(N1C(C(=O)NC1CCCCC1)C1CCCCC1)C=C(C(=C2)F)F 2-[2-(4-chloro-phenyl)-5,6-difluoro-benzimidazol-1-yl]-2,N-dicyclohexyl-acetamide